imidazole hydrogen phosphate P(=O)(O)(O)O.N1C=NC=C1